1-{imidazo[1,2-a]pyridin-7-yl}methanamine hydrochloride Cl.N=1C=CN2C1C=C(C=C2)CN